tert-Butyl (-)-{(2S)-2-[2-(3,5-difluorophenyl)acetamido]propanamido}phenylacetate FC=1C=C(C=C(C1)F)CC(=O)N[C@H](C(=O)NC(C(=O)OC(C)(C)C)C1=CC=CC=C1)C